C1CCC2=C(C=CC=C12)C1=C(C=C2C(=N1)C(=NN2)C=2C=NN(C2)C)CO (5-(2,3-Dihydro-1H-inden-4-yl)-3-(1-methyl-1H-pyrazol-4-yl)-1H-pyrazolo[4,3-b]pyridin-6-yl)methanol